NC1=NN(C2=NC(=CC(=C21)C2=CC=C(C=C2)NC(=O)C=2C(N(C=CC2OCC)C2=CC=C(C=C2)F)=O)N2CC1(C2)CN(C1)C(C(C)C)=O)C N-(4-(3-amino-6-(6-isobutyryl-2,6-diazaspiro[3.3]heptan-2-yl)-1-methyl-1H-pyrazolo[3,4-b]pyridin-4-yl)phenyl)-4-ethoxy-1-(4-fluorophenyl)-2-oxo-1,2-dihydropyridine-3-carboxamide